1-(1,1-dimethylethyl)-2,3-dihydro-1H-imidazole CC(C)(C)N1CNC=C1